C1N(CC2C1CCC2)C=2C=C1C(=CC=NC1=CC2)C(=O)OC Methyl 6-(hexahydrocyclopenta[c]pyrrol-2(1H)-yl)quinoline-4-carboxylate